ClC1=CC=C(S1)C(=O)N(CC(C)C)C1=CC(=CC=C1)N(C)CC=1N=CNC1 5-chloro-N-[3-[1H-imidazol-4-ylmethyl(methyl)amino]phenyl]-N-isobutyl-thiophene-2-carboxamide